secondary propyl-benzene C(C)(C)C1=CC=CC=C1